C(C)(C)(C)NC(=O)C1=NC=CC(=C1)NC(NC1=C(C=CC=C1)OC)=O N-tert-butyl-4-[(2-methoxyphenyl)carbamoyl-amino]pyridine-2-carboxamide